N[C@@H](C(C)C)C(=O)N1[C@@H](C[C@H](C1)O)C(=O)N[C@@H](CO)C1=CC=C(C=C1)C1=C(C=NC=C1)Cl (2S,4R)-1-(L-valyl)-N-((R)-1-(4-(3-chloropyridin-4-yl)phenyl)-2-hydroxyethyl)-4-hydroxypyrrolidine-2-carboxamide